CC1=CC=CC2=C1NC(=N2)C(=O)N2CC=1N([C@H](C2)C)C(=NC1)C(F)(F)F (S)-(7-Methyl-1H-benzo[d]imidazol-2-yl)(5-methyl-3-(trifluoromethyl)-5,6-dihydroimidazo[1,5-a]pyrazin-7(8H)-yl)methanone